(R)-3-chloro-4-((1-((2,4-dimethyl-6-oxo-1,6-dihydropyrimidin-5-yl)methyl)-4-(1-fluoroethyl)-6-oxo-1,6-dihydropyrimidin-5-yl)oxy)-5-methylbenzonitrile ClC=1C=C(C#N)C=C(C1OC1=C(N=CN(C1=O)CC1=C(N=C(NC1=O)C)C)[C@@H](C)F)C